CC=1N(C=CN1)C1=CC=C(S1)C=1C=C2C=3C=CC(=CC3NC2=CC1)C(=O)O 6-[5-(2-methyl-1H-imidazol-1-yl)thiophen-2-yl]-9H-carbazole-2-carboxylic acid